NC1=C2C(=NC=N1)N(N=C2C2=CC=C(C=C2)OC2=CC=CC=C2)C2CCN(CC2)CCCC(=O)NC2=C(C=CC=C2)N 4-(4-(4-amino-3-(4-phenoxyphenyl)-1H-pyrazolo[3,4-d]pyrimidin-1-yl)piperidin-1-yl)-N-(2-aminophenyl)butyramide